perfluoro naphthalenesulfonate C1(=CC=CC2=CC=CC=C12)S(=O)(=O)OF